C(C1=CC=CC=C1)NC1=NC(=NC=2[C@@H](CCCC12)OC)N1C(=CC=2C(=CC=CC12)C(=O)N)C 1-[(8R)-4-(benzylamino)-8-methoxy-5,6,7,8-tetrahydroquinazolin-2-yl]-2-methyl-indole-4-carboxamide